6-methyl-pyrimidine-5-carboxylic acid methyl ester COC(=O)C=1C=NC=NC1C